C(\C=C\C(=O)O)(=O)O.FC=1C=CC(=C2C(=NNC12)CCN(C)C)OC 2-(7-fluoro-4-methoxy-1H-indazol-3-yl)-N,N-dimethylethan-1-amine fumarate salt